1-(3-(cyclohexylmethyl)-5-bromoindolin-1-yl)-1-octanone C1(CCCCC1)CC1CN(C2=CC=C(C=C12)Br)C(CCCCCCC)=O